ClC1=C(C=C2C(=NC=NC2=C1)C1CCN(CC1)C(C=C)=O)C1=C(C=CC=C1)Cl 1-(4-(7-chloro-6-(2-chlorophenyl)quinazolin-4-yl)piperidin-1-yl)prop-2-en-1-one